2-Acetyl-1H-pyrazol-5-one C(C)(=O)N1NC(C=C1)=O